2-[(1S,2S)-2-(4,4,5,5-tetramethyl-1,3,2-dioxaborolan-2-yl)cyclopropyl]pyridine CC1(OB(OC1(C)C)[C@@H]1[C@H](C1)C1=NC=CC=C1)C